(E)-ethyl 2-(cyclopropanecarbonyl)-3-ethoxyacrylate C1(CC1)C(=O)/C(/C(=O)OCC)=C\OCC